O=C1NC(CCC1N1C(N(C2=C1C=CC(=C2)CCOCCOCCOCCOCCOCCOCCNC(OC(C)(C)C)=O)C)=O)=O Tert-butyl (20-(1-(2,6-dioxopiperidin-3-yl)-3-methyl-2-oxo-2,3-dihydro-1H-benzo[d]imidazol-5-yl)-3,6,9,12,15,18-hexaoxaicosyl)carbamate